(4-bromo-3,5-difluorophenyl)acetonitrile BrC1=C(C=C(C=C1F)CC#N)F